C(C1=CC=CC=C1)OC1(C2=NN=C(C=3C(=CC(=C(N4CCC[C@H]4CC=CCC1)N3)C3=NC=CC=C3)[N+](=O)[O-])O2)C(F)(F)F (12S)-6-(Benzyloxy)-20-nitro-18-(pyridin-2-yl)-6-(trifluoromethyl)-22-oxa-3,4,16,21-tetraazatetracyclo[15.3.1.12,5.012,16]docosa-1(21),2,4,9,17,19-hexaene